(7Z,10Z,13Z,16Z,19Z)-icosa-7,10,13,16,19-pentaenoic acid C(CCCCC\C=C/C\C=C/C\C=C/C\C=C/CC=C)(=O)O